(1S,2S)-2-(1H-Benzo[d]imidazol-2-yl)cyclopropane-1-carboxylic acid N1C(=NC2=C1C=CC=C2)[C@@H]2[C@H](C2)C(=O)O